O1N(NNCCCCCCCCCCCCCCCC1)C#N oxatriazacycloeicosane-2-carbonitrile